(12AR)-9-bromo-10-fluoro-8-methoxy-3,4,12,12a-tetrahydro-6H-pyrazino[2,1-c][1,4]benzoxazepine-2(1H)-carboxylic acid tert-butyl ester C(C)(C)(C)OC(=O)N1C[C@@H]2COC3=C(CN2CC1)C=C(C(=C3F)Br)OC